(2-methoxy-5-nitrophenyl)(2-phenylpyrazolo[1,5-a]pyrimidin-6-yl)methanone COC1=C(C=C(C=C1)[N+](=O)[O-])C(=O)C=1C=NC=2N(C1)N=C(C2)C2=CC=CC=C2